Cl.C(C([2H])[2H])(N)([2H])[2H] ethan-1,1,2,2-d4-1-amine HCl salt